4-(cyclohexyloxy)-1-(6-(2-hydroxyphenyl)pyridazin-4-yl)piperidine-4-carboxylic acid C1(CCCCC1)OC1(CCN(CC1)C1=CN=NC(=C1)C1=C(C=CC=C1)O)C(=O)O